N-[3-chloro-4-[4-[2-(4-piperidyl)acetyl]piperazine-1-carbonyl]phenyl]-5-(2,3-difluoro-4-methoxy-phenyl)-1-methyl-imidazole-2-carboxamide ClC=1C=C(C=CC1C(=O)N1CCN(CC1)C(CC1CCNCC1)=O)NC(=O)C=1N(C(=CN1)C1=C(C(=C(C=C1)OC)F)F)C